Methyl (2R)-2-[[(2R)-2-(benzyloxycarbonylamino)-3-hydroxy-propanoyl]amino]propanoate C(C1=CC=CC=C1)OC(=O)N[C@@H](C(=O)N[C@@H](C(=O)OC)C)CO